ClC1=NC2=NC(=C(N=C2C(=N1)C1=C(C=C(C=C1)OC(F)(F)F)F)C)C 2-chloro-4-(2-fluoro-4-(trifluoromethoxy)phenyl)-6,7-dimethyl-pteridine